CC1(C(NC(O1)=O)=O)C 5,5-dimethyl-2,4-oxazolidinedione